N1N=NC=CC=CC=CC=C1 triazacycloundecine